C(C)C1(OCCC2=C1NC1=C(C=CC=C21)CC)CC(=O)N2C=CC1=C2N=CC=2N1C(=CN2)[C@H]2CN(C[C@H]2CC)C(=O)NCC(F)(F)F (3R,4S)-3-(3-(2-(1,8-diethyl-1,3,4,9-tetrahydropyrano[3,4-b]indol-1-yl)acetyl)-3H-imidazo[1,2-a]pyrrolo[2,3-e]pyrazin-8-yl)-4-ethyl-N-(2,2,2-trifluoroethyl)pyrrolidine-1-carboxamide